methyl (R)-2-(1-(3-(1H-1,2,3-triazol-1-yl)propanoyl)piperidin-3-yl)-7-bromo-1H-indole-5-carboxylate N1(N=NC=C1)CCC(=O)N1C[C@@H](CCC1)C=1NC2=C(C=C(C=C2C1)C(=O)OC)Br